C(=O)=C(C(=O)[Si](OC1=C(C(=C(C=C1)C)C)C#N)(OC1=C(C(=C(C=C1)C)C)C#N)Cl)CC=C=O dicarbonyl-butyryl-chloro-bis(3,4-dimethyl-cyanophenoxy)silane